N1C=CC=2C1=NC=C(C2)OC2=C(C(=O)OC)C=CC(=C2)N2CCN(CC2)CC2=C(CC(CC2)(C)C)C2=CC=C(C=C2)Cl Methyl 2-(1H-pyrrolo[2,3-b]pyridin-5-yloxy)-4-(4-((2-(4-chlorophenyl)-4,4-dimethylcyclohex-1-enyl)methyl)piperazin-1-yl)benzoate